1,10-Dihydropyrrolo[2,3-a]carbazole-3-carboxamide N1C=C(C=2C1=C1NC3=CC=CC=C3C1=CC2)C(=O)N